N-(Cyclopentylmethyl)-2'-(4,5-dimethyl-1H-imidazol-2-yl)-3,4'-bipyridine-5-carboxamide trifluoroacetate FC(C(=O)O)(F)F.C1(CCCC1)CNC(=O)C=1C=C(C=NC1)C1=CC(=NC=C1)C=1NC(=C(N1)C)C